C(C)(C)(C)C1N(C[C@H]([C@H]1N1N=CC(=C1)S(NC=1C=CC(=C2C(=CNC12)C#N)C)(=O)=O)F)C(=O)O.FC(S(=O)(=O)N[C@@H](CC(C)C)C(=O)O)(F)F N-trifluoromethanesulfonyl-leucine tert-Butyl-(3S,4R)-3-[4-[(3-Cyano-4-methyl-1H-indol-7-yl)sulfamoyl]pyrazol-1-yl]-4-fluoropyrrolidin-1-carboxylat